(R)-5,5'-bis(diphenylphosphino)-2,2,2',2'-tetrafluoro-4,4'-bi-1,3-benzodioxole C1(=CC=CC=C1)P(C1=C(C2=C(OC(O2)(F)F)C=C1)C1=C(C=CC=2OC(OC21)(F)F)P(C2=CC=CC=C2)C2=CC=CC=C2)C2=CC=CC=C2